C(C)(CC)NC1=C(C(=NC=C1C#CC=1C=NN(C1)C(C)C)N)C1=NC(=NC=C1)C=1C=NN(C1)S(=O)(=O)C1CC1 N4-(sec-Butyl)-M-(2-(1-(cyclopropylsulfonyl)-1H-pyrazol-4-yl)pyrimidin-4-yl)-5-((1-isopropyl-1H-pyrazol-4-yl)ethynyl)pyridine-2,4-diamine